8-(trifluoromethoxy)-2,3,4,5-tetrahydro-1H-benzo[4,5]thieno[2,3-d]azepine FC(OC1=CC2=C(C3=C(CCNCC3)S2)C=C1)(F)F